F[P-](F)(F)(F)(F)F.S1C(=CC2=C1C=CC=C2)C2=CC=C(C=C2)[S+](C)C (4-(benzo[d]thiophen-2-yl)phenyl)dimethylsulfonium hexafluorophosphate